N-(4-amino-3,4-dioxo-1-phenylbutan-2-yl)-1-(difluoromethyl)-3-(2-Methylfuran-3-yl)-1H-pyrazole-4-carboxamide NC(C(C(CC1=CC=CC=C1)NC(=O)C=1C(=NN(C1)C(F)F)C1=C(OC=C1)C)=O)=O